C(C)(=O)NC=1SC(=CN1)CN1CCC(CC1)C(=O)NCC1=CC=C(C=C1)OC 1-((2-acetamidothiazol-5-yl)methyl)-N-(4-methoxybenzyl)piperidine-4-carboxamide